P(=O)(OCCCC)([O-])[O-].[K+].[K+] dipotassium n-butyl phosphate